FC(OC1=C(C=C(C=C1)C(C(O)O)=O)F)F 1-(4-(difluoromethoxy)-3-fluorophenyl)-2,2-dihydroxyethan-1-one